4-(2-bromophenyl)-5-butyl-2-methyl-oxazole BrC1=C(C=CC=C1)C=1N=C(OC1CCCC)C